Bromopyridin-3-yl 3-deoxy-3-[4-(3,4,5-trifluorophenyl)-1H-1,2,3-triazol-1-yl]-1-thio-α-D-galactopyranoside FC=1C=C(C=C(C1F)F)C=1N=NN(C1)[C@@H]1[C@H]([C@@H](SC=2C(=NC=CC2)Br)O[C@@H]([C@@H]1O)CO)O